C1(CC1)C1=CC(=CC(=N1)NC(C=1C(N(C=C(C1)CNCCOC)C1CC1)=O)=O)C1=C(C=C(C=C1)F)C(=O)N1CC(C1)(F)F N-(6-cyclopropyl-4-{2-[(3,3-difluoro-1-azetidinyl)carbonyl]-4-fluorophenyl}-2-pyridyl)-1-cyclopropyl-5-[(2-methoxyethylamino)methyl]-2-oxo-1,2-dihydronicotinamide